6-(4-chlorophenyl)-N-(4-(hydroxymethyl)-1-isopropylpiperidin-4-yl)-2-(1-methyl-1H-pyrazol-4-yl)-3-oxo-2,3-dihydropyridazine-4-carboxamide ClC1=CC=C(C=C1)C=1C=C(C(N(N1)C=1C=NN(C1)C)=O)C(=O)NC1(CCN(CC1)C(C)C)CO